6-methylpyrimidinyl-[5,2,4]triazine CC1=CC=NC(=N1)C1=NC=NN=C1